1-(3-carbonyl-2,3-dihydro-1H-benzo[de]cinnolin-7-yl)-5-(trifluoromethyl)-N-(2-(trifluoromethyl)pyridin-4-yl)-1H-pyrazole-4-carboxamide C(=O)=C1NNC2=CC=C(C=3C2=C1C=CC3)N3N=CC(=C3C(F)(F)F)C(=O)NC3=CC(=NC=C3)C(F)(F)F